NC1=NC2=CC=C(C=C2C=C1C)C(=O)N(CC1=NC=C(C=C1)C(F)(F)F)C(COC)COC 2-amino-N-(1,3-dimethoxy-2-propanyl)-3-methyl-N-((5-(trifluoromethyl)-2-pyridinyl)methyl)-6-quinolinecarboxamide